3-(6-chloropyridin-3-yl)oxetan-3-carboxylic acid ClC1=CC=C(C=N1)C1(COC1)C(=O)O